(S)-2-(3-cyclopropyl-1-methyl-7-oxo-1,7-dihydro-6H-pyrazolo[3,4-d]pyridazin-6-yl)-N-(1-(3-fluorophenyl)ethyl)acetamide 11-azido-3,6,9-trioxaundec-1-yl-methanesulfonate N(=[N+]=[N-])CCOCCOCCOCCCS(=O)(=O)O.C1(CC1)C1=NN(C=2C(N(N=CC21)CC(=O)N[C@@H](C)C2=CC(=CC=C2)F)=O)C